C(C=C)(=O)N1C[C@@H]2COC3=C(C(N2CC1)=O)C(=NC(=C3Cl)C3=C(C=CC=C3O)F)N3C(COCC3)(C)C (6aR)-8-propenoyl-4-chloro-1-(3,3-dimethylmorpholino)-3-(2-fluoro-6-hydroxyphenyl)-6,6a,7,8,9,10-hexahydro-12H-pyrazino[2,1-c]pyrido[3,4-f][1,4]oxazepin-12-one